1-(3-chloro-4-trifluoromethoxy-phenyl)piperazine ClC=1C=C(C=CC1OC(F)(F)F)N1CCNCC1